5-(5-(3,5-dichlorophenyl)-5-(trifluoromethyl)-4,5-dihydroisoxazol-3-yl)-2-(1H-1,2,4-triazol-1-yl)benzonitrile ClC=1C=C(C=C(C1)Cl)C1(CC(=NO1)C=1C=CC(=C(C#N)C1)N1N=CN=C1)C(F)(F)F